C1(CC1)C(C(=O)OC(C)(C)C)(CO)C tert-Butyl 2-cyclopropyl-3-hydroxy-2-methyl-propanoate